3-(2-(4-acetylpiperazin-1-yl)pyrimidin-4-yl)imidazo[1,2-a]pyrazine-6-carboxamide C(C)(=O)N1CCN(CC1)C1=NC=CC(=N1)C1=CN=C2N1C=C(N=C2)C(=O)N